COC=1C=C(C=CC1S(=O)(=O)N1CCN(CC1)C)C1=CC(=C(C=C1)C)N(C=1SC=C(N1)C(=O)OCC)CCC Ethyl 2-((3'-methoxy-4-methyl-4'-((4-methylpiperazin-1-yl)sulfonyl)-[1,1'-biphenyl]-3-yl)(propyl)amino)thiazole-4-carboxylate